2-[[3-methoxy-5-[(7-methoxy-1,5-naphthyridin-4-yl)methyl]-2-pyridyl]oxymethyl]-6,7-dihydro-4H-pyrazolo[5,1-c][1,4]oxazine COC=1C(=NC=C(C1)CC1=CC=NC2=CC(=CN=C12)OC)OCC1=NN2C(COCC2)=C1